perfluoro-1,4-diiodobutane FC(C(C(C(I)(F)F)(F)F)(F)F)(I)F